2-[[(3S)-3-methyl-1-piperidinyl]methyl]-4-methylsulfonyl-6-[3-[3-[(4-methyl-1,2,4-triazol-3-yl)methyl]oxetane-3-yl]phenyl]-1-(p-tolylsulfonyl)pyrrolo[2,3-c]pyridine-7-one C[C@@H]1CN(CCC1)CC1=CC2=C(C(N(C=C2S(=O)(=O)C)C2=CC(=CC=C2)C2(COC2)CC2=NN=CN2C)=O)N1S(=O)(=O)C1=CC=C(C=C1)C